C(C\C=C/CCCCCCCCCCCC)=O (Z)-3-hexadecenal